tert-butyl 4-[4-fluoro-6-(2-methylimidazo[1,2-b]pyridazin-6-yl)-1,3-benzothiazol-2-yl]-3,6-dihydro-2H-pyridine-1-carboxylate FC1=CC(=CC2=C1N=C(S2)C=2CCN(CC2)C(=O)OC(C)(C)C)C=2C=CC=1N(N2)C=C(N1)C